ClC=1C=C(C=CC1C)NCCCNCC1=CC2=C(C(N(C2)C2C(NC(CC2)=O)=O)=O)S1 3-(2-(((3-((3-chloro-4-methylphenyl)amino)propyl)amino)methyl)-6-oxo-4,6-dihydro-5H-thieno[2,3-c]pyrrol-5-yl)piperidine-2,6-dione